ClC=1C=C(C=CC1F)NC(N([C@@H](C)C1=CNC(C2=CC=CC=C12)=O)CC1COC(OC1)(C)C)=O (S)-3-(3-chloro-4-fluorophenyl)-1-((2,2-dimethyl-1,3-dioxan-5-yl)methyl)-1-(1-(1-oxo-1,2-dihydroisoquinolin-4-yl)ethyl)urea